N-(4-{[6-(5-Chloro-2-Fluorophenyl)-3-(Hydroxymethyl)Pyridazin-4-yl]Amino}Pyridin-2-yl)-2-(4-Methylpiperazin-1-yl)Acetamid ClC=1C=CC(=C(C1)C1=CC(=C(N=N1)CO)NC1=CC(=NC=C1)NC(CN1CCN(CC1)C)=O)F